ClC(=O)C12CCC(CC1)(CC2)NC(OC(C)(C)C)=O tert-Butyl (4-(chlorocarbonyl)bicyclo[2.2.2]octan-1-yl)carbamate